monosilyl phosphate P(=O)(O[SiH3])([O-])[O-]